1-(3-fluoropyridin-2-yl)methanesulfonamide FC=1C(=NC=CC1)CS(=O)(=O)N